7-(4-bromo-1H-pyrazol-1-yl)-6-chloro-1H-indole-3-sulfonyl chloride BrC=1C=NN(C1)C=1C(=CC=C2C(=CNC12)S(=O)(=O)Cl)Cl